N-benzoyloxy-1-[9-ethyl-6-(2-methylbenzoyl)-9H-carbazole-3-yl]-3-cyclopentylpropan-1-one-2-imine C(C1=CC=CC=C1)(=O)ON=C(C(=O)C=1C=CC=2N(C3=CC=C(C=C3C2C1)C(C1=C(C=CC=C1)C)=O)CC)CC1CCCC1